ClC=1C=C(C=CC1F)NC(NC=1C=C(C=CC1)C=1N=C(NC1C1=CC(=NC=C1)NC(C)=O)SC)=O N-(4-(4-(3-(3-(3-chloro-4-fluorophenyl)ureido)phenyl)-2-(methylthio)-1H-imidazol-5-yl)pyridin-2-yl)acetamide